N1(CCC1)C=1C=CC=2C3(C4=CC=C(C=C4OC2C1)N1CCC1)C(C(C1=CC=C(C=C13)\C=C\CCOCCOCCCCCCCl)=O)=[N+]=[N-] (E)-3',6'-di(azetidin-1-yl)-6-(4-(2-((6-chlorohexyl)oxy)ethoxy)but-1-en-1-yl)-2-diazospiro[indene-1,9'-xanthen]-3(2H)-one